4-(4-hydroxy-3-methylphenyl)-2-methylquinoline OC1=C(C=C(C=C1)C1=CC(=NC2=CC=CC=C12)C)C